2-((oleoyloxy)methyl)-2-(3-(2'-oxo-2',3'-dihydro-1'H-spiro[piperidine-4,4'-quinazolin]-1-yl)propanamido)propane-1,3-diyl dioleate C(CCCCCCC\C=C/CCCCCCCC)(=O)OCC(COC(CCCCCCC\C=C/CCCCCCCC)=O)(NC(CCN1CCC2(NC(NC3=CC=CC=C23)=O)CC1)=O)COC(CCCCCCC\C=C/CCCCCCCC)=O